tert-butyl N-(5,6-dichloro-2-methyl-3-pyridyl)carbamate ClC=1C=C(C(=NC1Cl)C)NC(OC(C)(C)C)=O